((1S,2R)-2-fluorocyclopropyl)(3-(2-(morpholin-2-yl)-3H-imidazo[4,5-b]pyridin-7-yl)-3,8-diazabicyclo[3.2.1]octan-8-yl)methanone F[C@H]1[C@@H](C1)C(=O)N1C2CN(CC1CC2)C2=C1C(=NC=C2)NC(=N1)C1CNCCO1